C1(CC1)C=1C=C(C=C2C(C(=COC12)C1=NC(=CC(=C1)[C@H](C1=NN=CN1C)C1CC1)C1CC1)=O)CN1C[C@H](OCC1)C 8-cyclopropyl-3-(6-cyclopropyl-4-((R)-cyclopropyl(4-methyl-4H-1,2,4-triazol-3-yl)methyl)pyridin-2-yl)-6-(((R)-2-methylmorpholinyl)methyl)-4H-chromen-4-one